FC(C(=O)OC1CCCCC1)=C cyclohexyl α-fluoroacrylate